C1(CC1)C1=C(C(=NO1)C1=C(C=CC=C1Cl)Cl)CO[C@H]1[C@@H]2C(N([C@H](C1)C2)C2=CC=C(C(=O)NS(=O)(=O)C1CC(OCC1)(C)C)C=C2)=O 4-[(1S,4R,5R)-5-{[5-cyclopropyl-3-(2,6-dichlorophenyl)-1,2-oxazol-4-yl]methoxy}-3-oxo-2-azabicyclo[2.2.1]heptan-2-yl]-N-[(2,2-dimethyloxane-4-yl)sulfonyl]benzamide